Di((9Z,12Z)-octadeca-9,12-dien-1-yl) 2-(((3-(dimethylamino)propoxy)carbonyl)oxy)-pentanedioate CN(CCCOC(=O)OC(C(=O)OCCCCCCCC\C=C/C\C=C/CCCCC)CCC(=O)OCCCCCCCC\C=C/C\C=C/CCCCC)C